FC1=C(C=C(C=C1)F)C1=NN=C(S1)[C@@H]1CC12CCN(CC2)S(=O)(=O)N (1R)-1-[5-(2,5-difluorophenyl)-1,3,4-thiadiazol-2-yl]-6-azaspiro[2.5]octane-6-sulfonamide